C1(CC1)CN1C(C2=C(CCC1)C(=CN2)C2=NC(=NC=C2C(F)(F)F)N[C@@H]2CNC(CC2)(C)C)=O 7-(cyclopropylmethyl)-3-(2-{[(3S)-6,6-dimethylpiperidin-3-yl]amino}-5-(trifluoromethyl)pyrimidin-4-yl)-1H,4H,5H,6H,7H,8H-pyrrolo[2,3-c]azepin-8-one